2-oxo-7-(trifluoromethyl)-1,2-dihydro-1,8-naphthyridine-3-carboxylate O=C1NC2=NC(=CC=C2C=C1C(=O)[O-])C(F)(F)F